1-dodecyl-3-Methylpyridinium triflate [O-]S(=O)(=O)C(F)(F)F.C(CCCCCCCCCCC)[N+]1=CC(=CC=C1)C